1,3-dihydroxy-2-ethoxymethylanthraquinone OC1=C(C(=CC=2C(C3=CC=CC=C3C(C12)=O)=O)O)COCC